(7S)-2-((cis-3-aminocyclobutyl)amino)-7-isopropyl-4,8-dimethyl-7,8-dihydropteridine-6(5H)-one dihydrochloride Cl.Cl.N[C@H]1C[C@H](C1)NC1=NC=2N([C@H](C(NC2C(=N1)C)=O)C(C)C)C